CS(=O)(=O)C1=CC(=C(C(=O)NC=2C=CC=C3C=CC=NC23)C=C1)N1CCC2(CC2)CC1 4-(methylsulfonyl)-N-(quinolin-8-yl)-2-(6-azaspiro[2.5]octan-6-yl)benzamide